1-chloromethyl 4-methyl cyclohexane-1,4-dicarboxylate C1(CCC(CC1)C(=O)OC)C(=O)OCCl